5-[1-(2-azaspiro[3.3]heptan-6-yl)ethyl]-8-chloro-2-methyl-phthalazin-1-one C1NCC12CC(C2)C(C)C2=C1C=NN(C(C1=C(C=C2)Cl)=O)C